C(C)(C)(C)C=1SC(=CN1)C(=O)NCC1=C(C=C(C=C1)C1=NC(=NC=C1)NC=1C=NN(C1)C[C@@H](CO)NC(OC(C)(C)C)=O)C (S)-tert-butyl (1-(4-((4-(4-((2-(tert-butyl)thiazole-5-carboxamido)methyl)-3-methylphenyl)pyrimidin-2-yl)amino)-1H-pyrazol-1-yl)-3-hydroxypropan-2-yl)carbamate